2-(phenyl-d5)-9H-carbazole-1,3,4,5,6,7,8-d7 C1(=C(C(=C(C(=C1[2H])[2H])[2H])[2H])[2H])C1=C(C=2NC3=C(C(=C(C(=C3C2C(=C1[2H])[2H])[2H])[2H])[2H])[2H])[2H]